CNC(C(=C)C)=O (N-methyl)methacrylamide